(E)-6-(2-ethoxyvinyl)-2,3-dihydrobenzofuran C(C)O/C=C/C1=CC2=C(CCO2)C=C1